ClC=1C=2N(C=CC1)N=C(C2)[C@@H]2N(CCC1=C2N=CN1)C(=O)C1=NC=NN1C (R)-(4-(4-chloropyrazolo[1,5-a]pyridin-2-yl)-6,7-dihydro-1H-imidazo[4,5-c]pyridin-5(4H)-yl)(1-methyl-1H-1,2,4-triazol-5-yl)methanone